7-amino-2H-spiro[benzofuran-3,1'-cyclopropane]-4-carboxylic acid NC=1C=CC(=C2C1OCC21CC1)C(=O)O